1-(4-(3-(tert-butoxy)-3-oxopropyl)phenyl)cyclopropane-1-carboxylic acid methyl ester COC(=O)C1(CC1)C1=CC=C(C=C1)CCC(=O)OC(C)(C)C